Cl.Cl.Cl.CC1=CC2=C(C=N1)[C@H](C1(CCNCC1)C2)N (S)-3-methyl-5,7-dihydrospiro[cyclopenta[c]pyridine-6,4'-piperidine]-7-amine trihydrochloride